arginine-15N4 [15NH2][C@@H](CCC[15NH]C([15NH2])=[15NH])C(=O)O